6-methoxybenzo[C]isoxazole COC=1C=CC=2C(=NOC2)C1